hafnium(IV) acrylate C(C=C)(=O)[O-].[Hf+4].C(C=C)(=O)[O-].C(C=C)(=O)[O-].C(C=C)(=O)[O-]